ClC=1C(N(N=CC1)CC1=NC(=NO1)C[C@@H](C1=CC=C(C=C1)COC)O)=O 4-chloro-2-({3-[(2S)-2-hydroxy-2-[4-(methoxymethyl)phenyl]ethyl]-1,2,4-oxadiazol-5-yl}methyl)-2,3-dihydropyridazin-3-one